O1C(CCCC1)C=O tetrahydro-2H-pyran-2-methanone